C(CCCCCCCCC)OC1=C(C=C(C(=O)OC(C)C)C=C1)OC Isopropyl 4-decyloxy-3-methoxybenzoate